9-(2,6-difluorophenyl)-3-pyridazin-3-yl-16-thia-2,4,5,8-tetrazatetracyclo[8.6.0.02,6.011,15]hexadeca-1(10),3,5,8,11(15)-pentaene-13-carbaldehyde FC1=C(C(=CC=C1)F)C1=NCC2=NN=C(N2C=2SC=3CC(CC3C12)C=O)C=1N=NC=CC1